6-methoxy-3,4-diphenylisoquinolin-1(2H)-one COC=1C=C2C(=C(NC(C2=CC1)=O)C1=CC=CC=C1)C1=CC=CC=C1